[Si](C)(C)(C(C)(C)C)OC[C@H](C1=CC=CC=C1)NC1=NC(=NC=C1C(=O)OCC)NC=1C=C2C(OC(C2=CC1)=O)(C)C (S)-ethyl 4-((2-((tert-butyldimethylsilyl)oxy)-1-phenylethyl)amino)-2-((3,3-dimethyl-1-oxo-1,3-dihydroisobenzofuran-5-yl)amino)pyrimidine-5-carboxylate